(S)-6-(1-amino-1,3-dihydrospiro[indene-2,4'-piperidine]-1'-yl)-3-(1-(2-(trifluoromethoxy)phenyl)vinyl)-1,5-dihydro-4H-pyrazole N[C@@H]1C2=CC=CC=C2CC12CCN(CC2)C2=CC=CC(=C2C(=C)C2=NNCC2)OC(F)(F)F